C(C)(C)(C)OC(NC[C@H](C(C)(C)C)NC1=NC(=NC=C1Br)Cl)=O N-[(2S)-2-[(5-bromo-2-chloro-pyrimidin-4-yl)amino]-3,3-dimethyl-butyl]carbamic acid tert-butyl ester